methyl 1-(indolin-5-ylsulfonyl)piperidine-4-carboxylate Hydrochloride Cl.N1CCC2=CC(=CC=C12)S(=O)(=O)N1CCC(CC1)C(=O)OC